C(C)(C)(C)N(C(O)=O)CCC1=C(C2=C(SC=C2)C=C1)C.BrC=1C=C2C=C(C(=C(N2C1)C(C)N1CCNCC1)C)C(=O)NCC=1C(NC(=CC1C)C)=O 2-bromo-N-((4,6-dimethyl-2-oxo-1,2-dihydropyridin-3-yl)methyl)-6-methyl-5-(1-(piperazin-1-yl)ethyl)indolizine-7-carboxamide Tert-butyl-(2-(4-methylbenzo[b]thiophen-5-yl)ethyl)carbamate